(R)-N-(2-(4-ethylpiperazin-1-yl)-5-((6-(3-(3-fluoro-5-(trifluoromethyl)phenyl)isoxazolidine-2-yl)pyrimidin-4-yl)amino)-4-methoxyphenyl)acrylamide C(C)N1CCN(CC1)C1=C(C=C(C(=C1)OC)NC1=NC=NC(=C1)N1OCC[C@@H]1C1=CC(=CC(=C1)C(F)(F)F)F)NC(C=C)=O